C(C)C1=CC2=C(C(C=3NC4=CC(=CC=C4C3C2=O)NC(C)=O)(C)C)C=C1N1CCC(CC1)N1CCOCC1 N-[9-Ethyl-6,6-dimethyl-8-(4-morpholine-4-yl-piperidine-1-yl)-11-oxo-6,11-dihydro-5H-benzo[b]carbazole-3-yl]-acetamide